ClC=1C=C(C=CC1)C1=NOC=C1 3-(3-chlorophenyl)-isoxazole